[2-ethoxy-6-(trifluoro-methyl)-pyridin-3-yl]-methanol C(C)OC1=NC(=CC=C1CO)C(F)(F)F